1-ethylamino-2,3-propanediol C(C)NCC(CO)O